3-(5-chloro-2-(difluoromethoxy)phenyl)-4-nitroso-1H-pyrazole ClC=1C=CC(=C(C1)C1=NNC=C1N=O)OC(F)F